FC(C=1C(=C(C=CC1)[C@@H](C)NC=1C=2C(N=C(N1)C)=C(C(N(C2)C2(CC2)CF)=O)N2CC(C2)(C#N)C)F)F (R)-1-(4-((1-(3-(difluoromethyl)-2-fluorophenyl)ethyl)amino)-6-(1-(fluoromethyl)cyclopropyl)-2-methyl-7-oxo-6,7-dihydropyrido[4,3-d]pyrimidin-8-yl)-3-methylazetidine-3-carbonitrile